C(C)(C)C1=C(OC=2C(=NC(=NC2)NCC(F)(F)F)N)C=C(C(=C1)OC)S(=O)(=O)C 5-(2-Isopropyl-5-methanesulfonyl-4-methoxy-phenoxy)-N2-(2,2,2-trifluoro-ethyl)-pyrimidine-2,4-diamine